1-(2-hydroxy-3-methoxypropyl)-5-methyl-1H-pyrazol OC(CN1N=CC=C1C)COC